C(CC(C)C)NC1=NN2C(C(=N1)N)=NC=C2CC=2C=NC(=C(C2)C)N2CCNCC2 N2-isopentyl-7-((5-methyl-6-(piperazin-1-yl)pyridin-3-yl)methyl)imidazo[2,1-f][1,2,4]triazine-2,4-diamine